C(C)(=O)C1=CC=C(C=C1)OC p-acetyl-anisole